(R)-(5-bromo-7-chloro-2,3-dihydrobenzo[b][1,4]dioxin-2-yl)methanol BrC1=CC(=CC=2O[C@@H](COC21)CO)Cl